4,4'-isopropylidene-bis-(2-tert-butylphenol) C(C)(C)(C1=CC(=C(C=C1)O)C(C)(C)C)C1=CC(=C(C=C1)O)C(C)(C)C